6a,7,8,9-tetrahydropyrido[3,2-e]pyrrolo[1,2-a]pyrimidin-5(6H)-one N1=CC=CC=2C(NC3N(C21)CCC3)=O